C1CC12CCN(CC2)C=2C=C(C=CC2N2N=NC(=C2)C=2C=C1C=CC=NC1=C(C2F)N2CCC(CC2)(F)F)NS(=O)(=O)[C@H](CO)C (2S)-N-(3-{6-azaspiro[2.5]oct-6-yl}-4-{4-[8-(4,4-difluoropiperidin-1-yl)-7-fluoroquinolin-6-yl]-1H-1,2,3-triazol-1-yl}phenyl)-1-hydroxypropane-2-sulfonamide